ClC1=CC=C2C(=CC(=NC2=C1Cl)N1[C@@H](CCC1)COCCCCCC(=O)O)N1C=NC=C1 (S)-6-((1-(7,8-Dichloro-4-(1H-imidazol-1-yl)quinolin-2-yl)pyrrolidin-2-yl)methoxy)hexanoic acid